[2-(Benzyloxy)-6-pentadecylphenyl](2-benzyloxyphenyl)methanone C(C1=CC=CC=C1)OC1=C(C(=CC=C1)CCCCCCCCCCCCCCC)C(=O)C1=C(C=CC=C1)OCC1=CC=CC=C1